tert-Butyl 1-(4-nitrophenyl)imino-1-oxo-1,4-thiazinane-4-carboxylate [N+](=O)([O-])C1=CC=C(C=C1)N=S1(CCN(CC1)C(=O)OC(C)(C)C)=O